OCC/C=C/CNCC(=O)O 2-[[(E)-5-hydroxypent-2-enyl]-amino]acetic acid